2,4-dibromo-5-acetamidophenol BrC1=C(C=C(C(=C1)Br)NC(C)=O)O